C1(CCCC(CCC1)C(=O)O)C(=O)O cyclooctane-1,5-dicarboxylic acid